2,2-dimethylglycine methyl ester hydrochloride Cl.COC(C(N)(C)C)=O